C(C)(C)(C)OC(=O)N[C@@H](CNC(C(=O)OC)C1=CC(=CC(=C1)Cl)Cl)C methyl 2-(((R)-2-((tert-butoxycarbonyl)amino)propyl)amino)-2-(3,5-dichlorophenyl)acetate